O[C@H](CNCC1=C(N=C2N(C1=O)C=CC=C2)C)C ((((S)-2-hydroxypropyl)amino)methyl)-2-methyl-4H-pyrido[1,2-a]pyrimidin-4-one